[Na].[N+](=O)([O-])C1=NN=NN1 5-nitrotetrazole sodium salt